FC(C(=O)O)(OC1=C2C3=C(C(OC2=CC(=C1)CCCCC)(C)C)C=CC(=C3)C)F 2,2-difluoro-2-((6,6,9-trimethyl-3-pentyl-6H-benzo[c]chromen-1-yl)oxy)acetic acid